CN1C(N(C2=C1C(=CC=C2)C#CCOC2CC(NC(C2)([2H])[2H])([2H])[2H])C2C(NC(CC2)=O)=O)=O 3-[3-Methyl-2-oxo-4-[3-[(2,2,6,6-tetradeuterio-4-piperidyl)oxy]prop-1-ynyl]benzimidazol-1-yl]piperidine-2,6-dione